1-(1,3-bis(oleoyloxy)propan-2-yl) 10-(4-formyl-2,6-dimethoxyphenyl) 3-methyldecanedioate CC(CC(=O)OC(COC(CCCCCCC\C=C/CCCCCCCC)=O)COC(CCCCCCC\C=C/CCCCCCCC)=O)CCCCCCC(=O)OC1=C(C=C(C=C1OC)C=O)OC